C(C)(C)(C)OC(=O)N1CC2=CC=C(C=C2CC1)N1CCC(CC1)C1=CC=C(C=C1)[N+](=O)[O-] 6-[4-(4-nitrophenyl)-1-piperidyl]-3,4-dihydro-1H-isoquinoline-2-carboxylic acid tert-butyl ester